C(CCCCCCCCCCCCCCCCCCCCCCCCCC(C)C)N=C=O isononacosyl isocyanate